C(#N)N1C[C@H](CC1)C(=O)NC=1N=CN(C1)C1=NC(=NC=C1)C (S)-1-cyano-N-(1-(2-methylpyrimidin-4-yl)-1H-imidazol-4-yl)pyrrolidine-3-carboxamide